norbornane-2-spiro-cyclopentanone C1(C2(CCC1)C1CCC(C2)C1)=O